2'-hydroxy-4'-methoxyacetophenone OC1=C(C=CC(=C1)OC)C(C)=O